(S)-6-(4-(2-(acetoxymethyl)pyrrolidine-1-carbonyl)-5-(((allyloxy)carbonyl)amino)-2-methoxyphenoxy)hexanoic acid C(C)(=O)OC[C@H]1N(CCC1)C(=O)C1=CC(=C(OCCCCCC(=O)O)C=C1NC(=O)OCC=C)OC